4'-((2-(Tert-butyl)-1H-imidazol-1-yl)methyl)-5-isobutyl-N-(thiazol-2-yl)-[1,1'-biphenyl]-2-sulfonamide C(C)(C)(C)C=1N(C=CN1)CC1=CC=C(C=C1)C=1C(=CC=C(C1)CC(C)C)S(=O)(=O)NC=1SC=CN1